2-(4-(4-(1-(2-methyl-4-((thiazol-4-ylmethoxy)methyl)benzamido)cyclopropyl)quinolin-2-yl)-1H-pyrazol-1-yl)acetic acid CC1=C(C(=O)NC2(CC2)C2=CC(=NC3=CC=CC=C23)C=2C=NN(C2)CC(=O)O)C=CC(=C1)COCC=1N=CSC1